tert-butyl-(R)-2-((2-benzoyl-4-chlorophenyl)carbamoyl)-2-methylpropionamide C(C)(C)(C)C[C@@](C(=O)N)(C)C(NC1=C(C=C(C=C1)Cl)C(C1=CC=CC=C1)=O)=O